(4-(bis(4-methoxybenzyl)amino)-2-butoxyimidazo[2,1-f][1,2,4]triazin-7-yl)(4-(pyrrolidin-1-ylmethyl)phenyl)methanone COC1=CC=C(CN(C2=NC(=NN3C2=NC=C3C(=O)C3=CC=C(C=C3)CN3CCCC3)OCCCC)CC3=CC=C(C=C3)OC)C=C1